CN1N=CC2=CC(=C(C=C12)CC1CC2(CNC2)C1)C 6-((1,5-Dimethyl-1H-indazol-6-yl)methyl)-2-azaspiro[3.3]heptan